N-(2-(3,3-dimethylazetidin-1-yl)ethyl)-6-methyl-5-((1-methyl-8-(1-methyl-1H-pyrazol-4-yl)-1H-pyrazolo[3,4-d]pyrrolo[1,2-b]pyridazin-3-yl)amino)nicotinamide CC1(CN(C1)CCNC(C1=CN=C(C(=C1)NC1=NN(C=2C=3N(N=CC21)C=C(C3)C=3C=NN(C3)C)C)C)=O)C